FC(C(=O)O)(F)F.NCC(CC=1N(C(NN1)=O)C1=NC=C(C=C1C)C#CC=1C=NN(C1)C)=C(F)F [2-(aminomethyl)-3,3-difluoro-allyl]-4-[3-methyl-5-[2-(1-methylpyrazol-4-yl)ethynyl]-2-pyridinyl]-1,2,4-triazol-3-one trifluoroacetate salt